COC(C1=C(C(=C(C=C1)C)C1=CC=CC=C1)C)=O phenyl-2,4-dimethylbenzoic acid methyl ester